nitrobenzo[c][1,2,5]oxadiazol [N+](=O)([O-])C1=CC=CC2=NON=C21